CC1C(=C(C=2CCCCC12)[Ti](OC)(OC)OC)C 1,2-dimethyl-4,5,6,7-tetrahydroindenyl-trimethoxytitanium